N-phenyl-4-(3-vinyl-benzyloxy)aniline C1(=CC=CC=C1)NC1=CC=C(C=C1)OCC1=CC(=CC=C1)C=C